C(C)(C)(C)OC(=O)N1CCC(CC1)(C)C(O)C=1C(=NC(=CC1)COC1OCCCC1)Cl 4-[[2-chloro-6-(tetrahydropyran-2-yloxymethyl)-3-pyridinyl]-hydroxy-methyl]-4-methyl-piperidine-1-carboxylic acid tert-butyl ester